C(C)(C)(C)OC(=O)C1=CC=C(C=C1)N1C2=C(OCC1)C=C(S2)C(=O)O 4-(4-(tert-butoxycarbonyl)phenyl)-3,4-dihydro-2H-thieno[3,2-b][1,4]oxazine-6-carboxylic acid